C1(CC1)S(=O)(=O)C1=CC=C(C=C1)CC1CC2(CN(C2)C(=O)N2CC3(C2)CC(C3)N3N=C(N=C3)C3(CC3)O)C1 [6-[(4-cyclopropylsulfonylphenyl)methyl]-2-azaspiro[3.3]heptan-2-yl]-[6-[3-(1-hydroxycyclopropyl)-1,2,4-triazol-1-yl]-2-azaspiro[3.3]heptan-2-yl]methanone